3-(5-((2-fluorophenyl)sulfonyl)-4,5,6,7-tetrahydrothieno[3,2-c]pyridin-3-yl)-5-(trifluoromethyl)-1,2,4-oxadiazole FC1=C(C=CC=C1)S(=O)(=O)N1CC2=C(CC1)SC=C2C2=NOC(=N2)C(F)(F)F